NC(CS(=O)(=O)O)C 2-aminopropanesulfonic acid